N-(3-Fluoroazetidin-1-yl)-5-((6-Fluorospiro[chromane-4,1'-cyclopropane]-8-yl)amino)-7-(methylamino)pyrazolo[1,5-a]pyrimidine-3-carboxamide FC1CN(C1)NC(=O)C=1C=NN2C1N=C(C=C2NC)NC=2C=C(C=C1C2OCCC12CC2)F